C(=O)(O)C=1C=C(C=CC1C(=O)O)OC1=CC=C(C=C1)C1=CC=C(C=C1)OC1=CC(=C(C=C1)C(=O)O)C(=O)O 4,4'-bis(3,4-dicarboxyphenyloxy)biphenyl